(2R,3S,4S,5R)-3-(3,4-difluoro-2-methoxyphenyl)-4,5-dimethyl-5-(trifluoromethyl)-N-(2-ureidopyridin-4-yl)tetrahydrofuran-2-carboxamide FC=1C(=C(C=CC1F)[C@H]1[C@@H](O[C@]([C@H]1C)(C(F)(F)F)C)C(=O)NC1=CC(=NC=C1)NC(=O)N)OC